FCCCN1CC(C1)CC=1SC(=CN1)C=O 2-((1-(3-fluoropropyl)azetidin-3-yl)methyl)thiazole-5-carbaldehyde